FCC(C)(C)N1N=NC(=C1)C1=CC=C(C=C1)C(=O)N1CCN(CC1)C=1OC=2C(=NC(=CC2)C)N1 (4-(1-(1-fluoro-2-methylpropan-2-yl)-1H-1,2,3-triazol-4-yl)phenyl)(4-(5-methyloxazolo[4,5-b]pyridin-2-yl)piperazin-1-yl)methanone